2-amino-1-(3-((6-methoxypyridin-3-yl)amino)-8,8-dimethyl-2-(3,4,5-trifluorophenyl)-5,6-dihydroimidazo[1,2-a]pyrazin-7(8H)-yl)ethan-1-one NCC(=O)N1C(C=2N(CC1)C(=C(N2)C2=CC(=C(C(=C2)F)F)F)NC=2C=NC(=CC2)OC)(C)C